(2RS)-2-[6-[2-[4-(Aminomethyl)phenyl]ethynyl]-1-oxo-isoindolin-2-yl]-2-phenyl-N-thiazol-2-yl-acetamid NCC1=CC=C(C=C1)C#CC1=CC=C2CN(C(C2=C1)=O)[C@@H](C(=O)NC=1SC=CN1)C1=CC=CC=C1 |r|